BrC=1C=C(OCCC(=O)O)C=CC1OC 3-(3-bromo-4-methoxyphenoxy)propionic acid